C1(CCCC1)CN(C(=O)OCC1=C(N=NN1C)C1=CC=C(C(=N1)C)C#CC1(CC1)CC(=O)O)C 2-(1-((6-(5-((((cyclopentylmethyl)(methyl)carbamoyl)oxy)methyl)-1-methyl-1H-1,2,3-triazol-4-yl)-2-methylpyridin-3-yl)ethynyl)cyclopropyl)acetic acid